allyl (2,5-dioxo-2,5-dihydro-1H-pyrrol-1-yl) carbonate C(OCC=C)(ON1C(C=CC1=O)=O)=O